FC1=C(CNC2=NC(=NC=C2C(=O)N)NC=2C=NN(C2)C)C=C(C=C1)C(F)(F)F 4-((2-fluoro-5-(trifluoromethyl)benzyl)amino)-2-((1-methyl-1H-pyrazol-4-yl)amino)pyrimidin-5-carboxamide